N-(3-((4-(trifluoromethyl)pyridin-2-yl)oxy)phenyl)acrylamide FC(C1=CC(=NC=C1)OC=1C=C(C=CC1)NC(C=C)=O)(F)F